4-(2-chlorophenoxy)benzaldehyde ClC1=C(OC2=CC=C(C=O)C=C2)C=CC=C1